N-(3'-(5-((3-acetamidoazetidin-1-yl)methyl)-4-methoxypyrimidin-2-yl)-2,2'-dichloro-[1,1'-biphenyl]-3-yl)-1,5-dimethyl-4,5,6,7-tetrahydro-1H-imidazo[4,5-c]pyridine-2-carboxamide C(C)(=O)NC1CN(C1)CC=1C(=NC(=NC1)C=1C(=C(C=CC1)C1=C(C(=CC=C1)NC(=O)C=1N(C2=C(CN(CC2)C)N1)C)Cl)Cl)OC